N(=C=S)C1=CC(=C(C#N)C=C1)S(F)(F)(F)(F)F 4-isothiocyanato-2-(pentafluoro-λ6-sulfanyl)benzonitrile